diethylaminoethyl acrylate C(C=C)(=O)OCCN(CC)CC